N1(CN(CN(C1)C(CNC(CCNC(CCl)=O)=O)=O)C(CNC(CCNC(CCl)=O)=O)=O)C(CNC(CCNC(CCl)=O)=O)=O N,N',N''-((1,3,5-triazinane-1,3,5-triyl)tris(2-oxoethane-2,1-diyl))tris(3-(2-chloroacetamido)propanamide)